OC(C(C)C)C1=C2N=CN(C2=NC=N1)CC1=CC=CC=C1 6-(alpha-hydroxyisobutyl)-9-benzyl-purine